N-(3,5-dimethyltricyclo[3.3.1.13,7]dec-1-yl)-3-fluorobenzenesulfonamide CC12CC3(CC(CC(C1)(C3)C)C2)NS(=O)(=O)C2=CC(=CC=C2)F